NC1=C(C(=NN1C(C)C)Br)C(=O)N 5-Amino-3-bromo-1-isopropyl-pyrazole-4-carboxamide